Monomenthyl Glutamat N[C@@H](CCC(=O)[O-])C(=O)OC1CC(CCC1C(C)C)C